tert-Butyl 4-(4,4,4-trifluorobutanoyl)piperazine-1-carboxylate FC(CCC(=O)N1CCN(CC1)C(=O)OC(C)(C)C)(F)F